6-([1,1'-biphenyl]-3-ylmethyl)-5-azaspiro[2.4]heptan C1(=CC(=CC=C1)CC1NCC2(CC2)C1)C1=CC=CC=C1